(R)-6-chloro-7-(2-(((3-chloropyridin-2-yl)oxy)methyl)pyrrolidin-1-yl)-1-(2-methyl-3H-imidazo[4,5-c]pyridin-6-yl)-4-oxo-1,4-dihydroquinoline-3-carboxylic acid ClC=1C=C2C(C(=CN(C2=CC1N1[C@H](CCC1)COC1=NC=CC=C1Cl)C1=CC2=C(C=N1)NC(=N2)C)C(=O)O)=O